O=C1NC(CCC1N1C(C2=CC=C(C=C2C1=O)N1CCN(CC1)C1=CC=C(C=N1)C(=O)O)=O)=O 6-{4-[2-(2,6-dioxopiperidin-3-yl)-1,3-dioxoisoindol-5-yl]piperazin-1-yl}pyridine-3-carboxylic acid